IC1=NNC2=C1CN(CC2)C(=O)OC(C)(C)C tert-butyl 3-iodo-1,4,6,7-tetrahydro-5H-pyrazolo[4,3-c]pyridine-5-carboxylate